COC(C1CCN(CC1)C1=CC(=C(C=C1)B1OC(C(O1)(C)C)(C)C)OC)OC 4-(dimethoxymethyl)-1-(3-methoxy-4-(4,4,5,5-tetramethyl-1,3,2-dioxaborolan-2-yl)phenyl)piperidine